Diisoamyl-aluminum monochloride C(CC(C)C)[Al](CCC(C)C)Cl